(2S)-4-morpholinyl-2-phenylpiperidine-1-carboxylic acid tert-butyl ester C(C)(C)(C)OC(=O)N1[C@@H](CC(CC1)N1CCOCC1)C1=CC=CC=C1